4-[(2-bromophenyl)amino]-2-{[2-(ethylsulfonyl)-6-methoxy-1,2,3,4-tetrahydroisoquinolin-7-yl]amino}pyrimidine-5-carboxamide BrC1=C(C=CC=C1)NC1=NC(=NC=C1C(=O)N)NC1=C(C=C2CCN(CC2=C1)S(=O)(=O)CC)OC